FC1=CC=C(C=C1)C=1C=C2C(NC=NC2=C(C1)NS(=O)(=O)C)=O N-(6-(4-fluorophenyl)-4-oxo-3,4-dihydro-quinazolin-8-yl)methanesulfonamide